N1NCCCCC1 [1,2]diazepane